6-Chloro-2'-(difluoromethyl)-5'-methoxy-[4,4'-bipyridine]-3-carboxylic acid ClC1=CC(=C(C=N1)C(=O)O)C1=CC(=NC=C1OC)C(F)F